BrC=1C=NC(=NC1)N1C(N(C2=C1C(=CC=C2)C)CC(=O)O)=O [3-(5-bromopyrimidin-2-yl)-4-methyl-2-oxo-benzimidazol-1-yl]acetic acid